C1(CC1)C1=NC=NC(=C1C=1N=CC2=C(N1)C(=CN2COCC[Si](C)(C)C)C2(CC2)C2=CC=C(C=C2)C=2N(C=C(N2)C(F)(F)F)C)OC 2-(4-cyclopropyl-6-methoxypyrimidin-5-yl)-7-(1-(4-(1-methyl-4-(trifluoromethyl)-1H-imidazol-2-yl)phenyl)cyclopropyl)-5-((2-(trimethylsilyl)ethoxy)methyl)-5H-pyrrolo[3,2-d]pyrimidine